monomethyl vinylphosphonate C(=C)P(OC)([O-])=O